trans-4-((4-(2-Cyclopropyloxazol-4-yl)pyridin-2-yl)-((trans-4-(5-methoxy-6-methylpyridin-2-yl)cyclohexyl)meth-yl)carbamoyl)cyclohexyl (1-hydroxy-2-methylpropan-2-yl)-carbamate OCC(C)(C)NC(O[C@@H]1CC[C@H](CC1)C(N(C[C@@H]1CC[C@H](CC1)C1=NC(=C(C=C1)OC)C)C1=NC=CC(=C1)C=1N=C(OC1)C1CC1)=O)=O